N[C@@H](C(C)C)C(=O)OC[C@H]1O[C@@]([C@@H]([C@@H]1OC([C@@H](N)C(C)C)=O)O)(C#N)C1=CC=C2C(=NC=NN21)N ((2R,3S,4R,5R)-3-((L-valyl)oxy)-5-(4-aminopyrrolo[2,1-f][1,2,4]triazin-7-yl)-5-cyano-4-hydroxytetrahydrofuran-2-yl)methyl L-valinate